flavonoate O1C(=C(C(=O)C2=CC=CC=C12)C(=O)[O-])C1=CC=CC=C1